ClC1=CC=C(C=C1)C1=CC(=NC(=N1)C=1C=NC=CC1)NC(CO)(C)C 2-((6-(4-chlorophenyl)-2-(pyridin-3-yl)pyrimidin-4-yl)amino)-2-methylpropan-1-ol